3-{4-[(3-bromophenyl)sulfamoyl]phenyl}-1-(pyridin-3-ylmethyl)urea BrC=1C=C(C=CC1)NS(=O)(=O)C1=CC=C(C=C1)NC(NCC=1C=NC=CC1)=O